NC(C(CO[Si](C)(C)C(C)(C)C)(C)NC(=O)C1=C(OC2=C1C=C(C=C2)OCC2CCCC2)C)=O N-(1-amino-3-((tert-butyldimethylsilyl)oxy)-2-methyl-1-oxopropan-2-yl)-5-(cyclopentylmethoxy)-2-methylbenzofuran-3-carboxamide